FC=1C=CC(=C(C1)S(=O)(=O)N1CC(OCC1)C1=C(SC2=C1C=CC=C2)C(=O)N)C [4-(5-Fluoro-2-methyl-phenyl)-sulfonylmorpholin-2-yl]benzothiophen-2-carboxamid